ClC1=C(C=C(C=C1)NC(=O)[C@@H]1C([C@H]1C1=CC(=CC(=C1)Cl)Cl)(Cl)Cl)NC(C1=CC(=CC=C1)F)=O |r| trans-rac-N-(2-Chloro-5-(2,2-dichloro-3-(3,5-dichlorophenyl)cyclopropane-1-carboxamido)phenyl)-3-fluorobenzamide